C1(=CC=CC=C1)NC(=O)C=1N(C=C(N1)C1=CC(=CC=C1)OC1=CC=CC=C1)COCC[Si](C)(C)C N-phenyl-4-(m-phenoxyphenyl)-1-{[2-(trimethylsilyl)ethoxy]methyl}-1H-imidazole-2-carboxamide